[2-(DIMETHYLAMINO)PHENYL]BORONIC ACID HYDROCHLORIDE HYDRATE O.Cl.CN(C1=C(C=CC=C1)B(O)O)C